(3S,4R)-4-((5-Chloro-4-((R)-8-fluoro-2-(2-hydroxypropan-2-yl)-3-methyl-3,4-dihydro-5-oxa-1,2a-diazaacenaphthene-6-yl)pyrimidin-2-yl)amino)tetrahydro-2H-pyran-3-ol ClC=1C(=NC(=NC1)N[C@H]1[C@@H](COCC1)O)C1=C2OCC(N3[C@@H](NC(C(=C1)F)=C32)C(C)(C)O)C